3-hexanone CCC(CCC)=O